bis(ethyl-methylbenzene) nickel [Ni].C(C)C1=C(C=CC=C1)C.C(C)C1=C(C=CC=C1)C